3-[(3S)-4,4-dimethyltetrahydrofuran-3-yl]-7-fluoro-benzimidazole-5-carboxylic acid CC1([C@@H](COC1)N1C=NC2=C1C=C(C=C2F)C(=O)O)C